FC=1C=C(C=C2CC(CC12)CC=O)OCC(C)NC(OC(C)(C)C)=O tert-Butyl N-[2-[7-fluoro-2-(2-oxoethyl)indan-5-yl]oxy-1-methyl-ethyl]carbamate